(R)-N-(2-chloro-4-(3-((5-chloropyrimidin-2-yl)amino)pyrrolidine-1-carbonyl)phenyl)acrylamide ClC1=C(C=CC(=C1)C(=O)N1C[C@@H](CC1)NC1=NC=C(C=N1)Cl)NC(C=C)=O